N-((4-((((1r,4r)-4-hydroxy-4-methylcyclohexyl)methyl)amino)-3-nitrophenyl)sulfonyl)nicotinamide OC1(CCC(CC1)CNC1=C(C=C(C=C1)S(=O)(=O)NC(C1=CN=CC=C1)=O)[N+](=O)[O-])C